NC=1CC(=CC2=C(N1)C=C(C=C2)C=2C=NC(=NC2)CNC(OC(C)(C)C)=O)C(N(CCC)OCCNC(=O)N(C)C)=O tert-butyl ((5-(2-amino-4-((2-(3,3-dimethylureido)ethoxy)(propyl) carbamoyl)-3H-benzo[b]azepin-8-yl)pyrimidin-2-yl)methyl)carbamate